FC1=C(C(=CC=C1)[N+](=O)[O-])N1C=CC=C1 1-(2-fluoro-6-nitrophenyl)-1H-pyrrole